BrC=1C(=C(C=CC1C1=NC=CC=C1)C1=NC=CC=C1)Br dibromo-1,4-di(2-pyridyl)benzene